2-thio-4(3H)-quinazolinone C1=CC=C2C(=C1)C(=O)NC(=S)N2